C(=O)(C=C)C=C(C(=O)O)C.C(C(=C)C)(=O)O.C=CC propylene methacrylate (ACRYL METHACRYLATE)